((R)-1-(((2R,3S,4R,5R)-5-(5-chloro-7-(cyclopentylamino)-3H-[1,2,3]triazolo[4,5-b]pyridin-3-yl)-3,4-dihydroxytetrahydrofuran-2-yl)methoxy)-2-hydroxyethyl)phosphonic acid ClC1=CC(=C2C(=N1)N(N=N2)[C@H]2[C@@H]([C@@H]([C@H](O2)CO[C@@H](CO)P(O)(O)=O)O)O)NC2CCCC2